ClC1=C(C2=C(NC(O[C@@]23CN(CCC3)C(=O)C=3C=NN(C3)C(CC)C3=CC(=CC=C3)S(=O)(=O)C)=O)C=C1)F (4R)-6-Chloro-5-fluoro-1'-(1-(1-(3-(methylsulfonyl)phenyl)propyl)-1H-pyrazole-4-carbonyl)spiro[benzo[d][1,3]oxazine-4,3'-piperidin]-2(1H)-one